(S)-5-((benzyloxy)methyl)-4-ethyl-2-(4-nitro-3-((1,1,1-trifluoropropan-2-yl)amino)phenyl)-2,4-dihydro-3H-1,2,4-triazol-3-one C(C1=CC=CC=C1)OCC=1N(C(N(N1)C1=CC(=C(C=C1)[N+](=O)[O-])N[C@H](C(F)(F)F)C)=O)CC